C1(CCCCC1)NC=1C2=C(N=CC1C1=CC=C(C=C1)C1=NC=CC=C1)NC=C2 N-cyclohexyl-5-(4-(pyridin-2-yl)phenyl)-1H-pyrrolo[2,3-b]pyridin-4-amine